1-(but-3-en-1-yl)piperidine-4-thiol C(CC=C)N1CCC(CC1)S